Methyl-3-oxocyclobutanecarbonitrile CC1(CC(C1)=O)C#N